C1(CC1)C=1C(=CC(=C(CN2CCC3(CN(C(O3)=O)C3=CC=C(C=C3)S(=O)(=O)O)CC2)C1)OCC)C1=NC=C(C=C1)F 4-(8-(5-cyclopropyl-2-ethoxy-4-(5-fluoropyridin-2-yl)benzyl)-2-oxo-1-oxa-3,8-diazaspiro[4.5]decan-3-yl)benzenesulphonic acid